4-(1-(1H-imidazole-2-carboxamido)cyclopropyl)-2-methylbenzoic acid N1C(=NC=C1)C(=O)NC1(CC1)C1=CC(=C(C(=O)O)C=C1)C